(2S,4R)-4-ethoxy-1-(9H-fluoren-9-ylmethoxycarbonyl)pyrrolidine-2-carboxylic acid C(C)O[C@@H]1C[C@H](N(C1)C(=O)OCC1C2=CC=CC=C2C=2C=CC=CC12)C(=O)O